(2S,5R)-2-(N-(2-aminothiazole-4-carbonyl) carbamimidoyl)-7-oxo-1,6-diazabicyclo[3.2.1]octan-6-yl hydrogen sulfate S(=O)(=O)(ON1[C@@H]2CC[C@H](N(C1=O)C2)C(NC(=O)C=2N=C(SC2)N)=N)O